NC1=NN2C(C=C(C=C2)C=2C(=C(C(=O)NCC[C@H](O)C3=CC=C(C=C3)Cl)C(=CC2)C)Cl)=N1 (S)-3-(2-amino-[1,2,4]triazolo[1,5-a]pyridin-7-yl)-2-chloro-N-(3-(4-chlorophenyl)-3-hydroxypropyl)-6-methylbenzamide